BrC1=CC=CC(=N1)N1N=NC(=C1)[C@]1(C(N(CC1)C)=O)O (R)-3-(1-(6-bromopyridin-2-yl)-1H-1,2,3-triazol-4-yl)-3-hydroxy-1-methylpyrrolidin-2-one